NC(C(=O)O)CC(CC)C 2-AMINO-4-METHYLHEXANOIC ACID